(S)-α-Allyl-proline C(C=C)[C@]1(NCCC1)C(=O)O